C(C)(C)(C)C1=NOC(=C1)NC(C1=CC(=C(C=C1)C)[C@H]1CN(CC1)C=1C=NC=NC1)=O (S)-N-(3-(tert-butyl)isoxazol-5-yl)-4-methyl-3-(1-(pyrimidin-5-yl)pyrrolidin-3-yl)benzamide